aminopropyl-(trimethoxysilane) NCCC[Si](OC)(OC)OC